C(#N)C(C(C(=O)OCC)(C(=O)OCC)C)C#N diethyl 2-(dicyanomethyl)-2-methylmalonate